ClC=1C=C(C(=O)N(C)C2C[C@H]3CC[C@@H](C2)N3CC#N)C=CC1[C@H]1[C@@H](C1)C1=NC(=NC3=CC=CC=C13)C 3-chloro-N-((1R,3s,5S)-8-(cyanomethyl)-8-azabicyclo[3.2.1]oct-3-yl)-N-methyl-4-((1R,2R)-2-(2-methylquinazolin-4-yl)cyclopropyl)benzamide